tert-Butyl-((3R,5R)-1-(2-(6-chloro-1-(cyclopropylmethyl)-1H-pyrrolo[2,3-b]pyridin-2-yl)-3-methylpyrazolo[1,5-a]pyridine-6-carbonyl)-5-fluoropiperidin-3-yl)carbamate C(C)(C)(C)OC(N[C@H]1CN(C[C@@H](C1)F)C(=O)C=1C=CC=2N(C1)N=C(C2C)C2=CC=1C(=NC(=CC1)Cl)N2CC2CC2)=O